N-(4-((3-chloro-5-(trifluoromethyl)pyridin-2-yl)amino)-3-(pyridin-2-yl)phenyl)acrylamide ClC=1C(=NC=C(C1)C(F)(F)F)NC1=C(C=C(C=C1)NC(C=C)=O)C1=NC=CC=C1